C(N)(=O)CC[C@@H]([C@@H](C)OCC1=CC=C(C=C1)CCCOCCCC1=CC=CC=2N(C(N(C21)C)=O)C2C(NC(CC2)=O)=O)NC(OC(C)(C)C)=O tert-butyl N-[(3S,4R)-1-carbamoyl-4-[[4-(3-[3-[1-(2,6-dioxopiperidin-3-yl)-3-methyl-2-oxo-1,3-benzodiazol-4-yl]propoxy]propyl)phenyl]meth-oxy]pentan-3-yl]carbamate